2-(2-fluoro-5-(methylsulfonyl)phenyl)-4,4,5,5-tetramethyl-1,3,2-dioxaborolane FC1=C(C=C(C=C1)S(=O)(=O)C)B1OC(C(O1)(C)C)(C)C